9,9-dioctyloxy-2-pivaloyloxynonane C(CCCCCCC)OC(CCCCCCC(C)OC(C(C)(C)C)=O)OCCCCCCCC